N-(2-((2-(Dimethylamino)ethyl)(methyl)amino)-4-methoxy-5-((5-methoxy-4-(3-methyl-2-oxo-2,3-dihydro-1H-benzo[d]imidazol-1-yl)pyrimidin-2-yl)amino)phenyl)acrylamide CN(CCN(C1=C(C=C(C(=C1)OC)NC1=NC=C(C(=N1)N1C(N(C2=C1C=CC=C2)C)=O)OC)NC(C=C)=O)C)C